N-(2,2-dimethylpropyl)-2-fluoro-N-[3-[1H-imidazol-4-ylmethyl(methyl)amino]phenyl]benzamide CC(CN(C(C1=C(C=CC=C1)F)=O)C1=CC(=CC=C1)N(C)CC=1N=CNC1)(C)C